CC=1N=NN(C1NC(=O)N[C@@H](C)C1=CC=CC=C1)C1=CC=C(C=C1)C1=CC=C(C=C1)C1(CC1)C(=O)O (S)-1-(4'-(4-methyl-5-(3-(1-phenylethyl)ureido)-1H-1,2,3-triazol-1-yl)-[1,1'-biphenyl]-4-yl)cyclopropane-1-carboxylic acid